C(\C=C\C1=CC=C(C=C1)O)(=O)C(C(=O)O)O p-Coumaroyl-glycolic acid